ClC1=CC(=C(C=C1)SSC1=C(C=C(C=C1)Cl)F)F 1,2-bis(4-chloro-2-fluorophenyl)disulfane